2-(pyridin-3-yl)-2H-indazole-4-carboxylic acid N1=CC(=CC=C1)N1N=C2C=CC=C(C2=C1)C(=O)O